N-(3-Chloro-5-(4-fluorophenoxy)phenyl)-5-(2-(methylsulfonyl)propan-2-yl)benzo[b]thiophen-2-carboxamid ClC=1C=C(C=C(C1)OC1=CC=C(C=C1)F)NC(=O)C1=CC2=C(S1)C=CC(=C2)C(C)(C)S(=O)(=O)C